iron-aluminum-zinc-copper [Cu].[Zn].[Al].[Fe]